ClC=1C=C(C=C(C1)C#N)C(C(=O)OC(C)(C)C)C(C)=O tert-butyl 2-(3-chloro-5-cyano-phenyl)-3-oxo-butanoate